1-(2-fluoro-4-nitrophenyl)piperidin-4-one FC1=C(C=CC(=C1)[N+](=O)[O-])N1CCC(CC1)=O